6,7-Dimethyl-2-oxo-1,2-dihydroquinoline-3-carbaldehyde CC=1C=C2C=C(C(NC2=CC1C)=O)C=O